BrC=1C=CC(=NC1OC)CO (5-bromo-6-methoxy-2-pyridyl)methanol